6-chloro-3-(((R)-1-(3,6-dimethyl-2-((1R,5S,6R)-6-(2-methyl-2H-tetrazol-5-yl)-3-azabicyclo[3.1.0]hexan-3-yl)-4-oxo-3,4-dihydroquinazolin-8-yl)ethyl)amino)-N-(methylsulfonyl)picolinamide ClC1=CC=C(C(=N1)C(=O)NS(=O)(=O)C)N[C@H](C)C=1C=C(C=C2C(N(C(=NC12)N1C[C@H]2C([C@H]2C1)C=1N=NN(N1)C)C)=O)C